N4-β-d-Glucosyl-sulfanilamide [C@@H]1([C@H](O)[C@@H](O)[C@H](O)[C@H](O1)CO)NC1=CC=C(S(=O)(=O)N)C=C1